N-mono(5-hydroxy-3-oxapentyl)-2-amino-4-phenyl-1,3,5-triazine OCCOCCN1C(N=C(N=C1)C1=CC=CC=C1)N